O=C1N(C(CCC1N1C(C2=CC=C(C=C2C1)O[C@H]1CN(C[C@@H](C1)F)C(=O)OC(C)(C)C)=O)=O)COCC[Si](C)(C)C tert-butyl (3R,5R)-3-((2-(2,6-dioxo-1-((2-(trimethylsilyl) ethoxy) methyl) piperidin-3-yl)-1-oxoisoindol-5-yl) oxy)-5-fluoropiperidine-1-carboxylate